CN1N=CC=2C1=NC(=NC2N2[C@@H](CCC2)CO)NC=2N=CN(C2)C2=CC(=C(C(=C2)OC)OC)OC (S)-(1-(1-methyl-6-((1-(3,4,5-trimethoxyphenyl)-1H-imidazol-4-yl)amino)-1H-pyrazolo[3,4-d]pyrimidin-4-yl)pyrrolidin-2-yl)methanol